5-((4,6-Difluoro-1H-benzo[d]imidazol-5-yl)oxy)-2-fluorobenzonitrile FC1=C(C(=CC=2NC=NC21)F)OC=2C=CC(=C(C#N)C2)F